C[C@@]1([C@H]2[C@@H]([C@H]3[C@@H](C(=O)C(=C([C@]3(C(=O)C2=C(C4=C1C=CC=C4O)O)O)[O-])C(=O)N)[NH+](C)C)O)O The molecule is a zwitterion obtained by transfer of a proton from the 2-hydroxy group to the adjacent tertiary amino group of oxytetracycline; major species at pH 7.3. It is a zwitterion and an a tetracycline zwittterion. It is a tautomer of an oxytetracycline.